5-((Benzyloxy)methyl)-4-ethyl-2-(7-fluoro-1-oxo-4-(prop-1-en-2-yl)isochroman-6-yl)-2,4-dihydro-3H-1,2,4-triazol-3-one C(C1=CC=CC=C1)OCC=1N(C(N(N1)C=1C=C2C(COC(C2=CC1F)=O)C(=C)C)=O)CC